FC=1C=C2C(=CNC(C2=CC1F)=O)C(C)N(C(=O)C=1NC2=CC(=C(C=C2C1)F)F)C N-(1-(6,7-difluoro-1-oxo-1,2-dihydroisoquinolin-4-yl)ethyl)-5,6-difluoro-N-methyl-1H-indole-2-carboxamide